CC=1C=2N(C=CC1)C(=CN2)C2=C1CNC(C1=C(C=C2)NC2=NC=C(C=C2)N2CCN(CC2)C)=O 4-(8-methylimidazo[1,2-a]pyridin-3-yl)-7-[[5-(4-methylpiperazin-1-yl)-2-pyridyl]amino]isoindolin-1-one